2-β-ethoxybenzylthioethylamine hydrochloride Cl.CCOC1=C(CSCCN)C=CC=C1